N-(3-Bromo-5-((3aR,4R,6aR)-2,2-dimethyl-6-oxotetrahydro-4H-cyclopenta[d][1,3]dioxol-4-yl)phenyl)acetamide BrC=1C=C(C=C(C1)[C@H]1CC([C@@H]2OC(O[C@@H]21)(C)C)=O)NC(C)=O